8-Bromo-1-((6-chloro-5-(hydroxymethyl)-2-(methylthio)pyrimidin-4-yl)methyl)-7-(dibenzylamino)-1,2,3,4-tetrahydronaphthalen-1-ol BrC=1C(=CC=C2CCCC(C12)(O)CC1=NC(=NC(=C1CO)Cl)SC)N(CC1=CC=CC=C1)CC1=CC=CC=C1